[S].[Se].[Sn].CC=1C=C2C(=CN(C2=CC1)S(=O)(=O)C1=CC=C(C)C=C1)CCCO 3-(5-methyl-1-tosyl-1H-indol-3-yl)propan-1-ol tin-selenium sulfur